5-fluoro-4-[4-methyl-5-oxo-3-(prop-2-yl)-4,5-dihydro-1H-1,2,4-triazol-1-yl]-2-{[(2S)-4-methylpentan-2-yl]oxy}-N-(piperidin-4-yl)benzamide FC=1C(=CC(=C(C(=O)NC2CCNCC2)C1)O[C@@H](C)CC(C)C)N1N=C(N(C1=O)C)C(C)C